FC([C@@](CC)(O)C)(C1=C(C(=CC=C1)[C@@H](C)NC=1C2=C(N=C(N1)C)C=NC(=C2)S(=O)(=O)C)F)F |o1:2| (2R or S)-1,1-difluoro-1-{2-fluoro-3-[(1R)-1-{[6-(methylsulfonyl)-2-methylpyrido[3,4-d]pyrimidin-4-yl]amino}ethyl]phenyl}-2-methylbutan-2-ol